5-(4-(3-(5-oxo-5,6-dihydro-1,6-naphthyridin-7-yl)propanoyl)piperazin-1-yl)picolinonitrile O=C1C=2C=CC=NC2C=C(N1)CCC(=O)N1CCN(CC1)C=1C=CC(=NC1)C#N